N-(2-{2-[2-(2-azidoethoxy)ethoxy]ethoxy}ethyl)-2-[(9S)-7-(4-chlorophenyl)-4,5,13-trimethyl-3-thia-1,8,11,12-tetraazatricyclo[8.3.0.02,6]trideca-2(6),4,7,10,12-pentaen-9-yl]acetamide N(=[N+]=[N-])CCOCCOCCOCCNC(C[C@@H]1N=C(C=2C(=C(SC2N2C(=NN=C12)C)C)C)C1=CC=C(C=C1)Cl)=O